BrC=1C(=C(C(=C(OCC(=O)OCC)C1)F)Cl)CC1=CC(=C(C=C1)O)C(C)C ethyl 2-(5-bromo-3-chloro-2-fluoro-4-(4-hydroxy-3-isopropylbenzyl)phenoxy)acetate